C12(CC3CC(CC(C1)C3)C2)NCCCCCCC#CC=2C=CC=3N(C2)C(=CN3)N3C(NC(CC3)=O)=O 1-(6-(8-((adamantan-1-yl)amino)oct-1-yn-1-yl)imidazo[1,2-a]pyridin-3-yl)dihydropyrimidine-2,4(1H,3H)-dione